CN1C=CC=2C1=C(N=CC2)N(C(=O)N2CCN(CC2)C2=C1C(NC=N2)=NC=C1)[C@H]1CNCCC1 (R)-N-(1-methyl-1H-pyrrolo[2,3-c]pyridin-7-yl)-N-(piperidin-3-yl)-4-(1H-pyrrolo[2,3-d]pyrimidin-4-yl)piperazine-1-carboxamide